FC=1C=C(C=CC1OC)N1C(=C(C=C1C)C(CN1CCC(CC1)O)=O)C 1-(1-(3-Fluoro-4-methoxyphenyl)-2,5-dimethyl-1H-pyrrol-3-yl)-2-(4-hydroxypiperidin-1-yl)ethanone